(R)-2-(4-(4-((1-(3-(difluoromethyl)-2-methylphenyl)ethyl)amino)-2-methylquinolin-6-yl)-2-oxopyridin-1(2H)-yl)-N,N-dimethylacetamide FC(C=1C(=C(C=CC1)[C@@H](C)NC1=CC(=NC2=CC=C(C=C12)C1=CC(N(C=C1)CC(=O)N(C)C)=O)C)C)F